O=C1NC(CCC1N1C(C2=CC=C(C=C2C1=O)CN1CCC(CC1)C1CCOC2=CC(=CC=C12)F)=O)=O 2-(2,6-dioxopiperidin-3-yl)-5-((4-(7-fluorochroman-4-yl)piperidin-1-yl)methyl)isoindoline-1,3-dione